CNCCN(C)C N,N',N'-trimethyl-ethane-1,2-diamine